4-tert-butoxycarbonyl-3-fluoro-2-methoxy-benzoic acid C(C)(C)(C)OC(=O)C1=C(C(=C(C(=O)O)C=C1)OC)F